phospholene boron [B].P1=CCCC1